ClC1=C(CNC(=O)[C@@]2(C=3C=CC=NC3[C@@H](CC2)O)F)C=CC=C1Cl (5R,8R)-N-(2,3-dichloro-benzyl)-5-fluoro-8-hydroxy-5,6,7,8-tetrahydro-quinoline-5-carboxamide